C(C)(C)(C)OC(=O)NC(C(=O)O)C 2-((tert-butoxycarbonyl)amino)propanoic acid